C(#N)C1=CN=C2N1N=C(C=C2NC2=CC=CC(=N2)NC(C(C)(C)C)=O)NCC2CC2 N-[6-({3-Cyano-6-[(cyclopropylmethyl)amino]imidazo[1,2-b]pyridazin-8-yl}amino)pyridin-2-yl]-2,2-dimethylpropanamid